4-((5-Phenyl-1-(3-(trifluoromethyl)benzyl)-1H-indol-7-amido)methyl)benzoic acid C1(=CC=CC=C1)C=1C=C2C=CN(C2=C(C1)C(=O)NCC1=CC=C(C(=O)O)C=C1)CC1=CC(=CC=C1)C(F)(F)F